4-(2,5-dichlorothiophen-3-yl)-2,2-dimethylbutyric acid ClC=1SC(=CC1CCC(C(=O)O)(C)C)Cl